5,5-dimethyl-cyclohex-2-enone CC1(CC=CC(C1)=O)C